11-azido-3,6,9-trioxaundecane N(=[N+]=[N-])CCOCCOCCOCC